(S)-4-(3-(4-Acryloylpiperazin-1-yl)azetidin-1-yl)-6-(2,4-dimethyl-1-oxa-8-azaspiro[4.5]dec-3-en-8-yl)-2-(trifluoromethyl)nicotinonitrile C(C=C)(=O)N1CCN(CC1)C1CN(C1)C1=CC(=NC(=C1C#N)C(F)(F)F)N1CCC2(C(=C[C@@H](O2)C)C)CC1